C(=O)C=1C(=C2N(N1)CCN2CC2=CC(=CC=C2)C(F)(F)F)C(=O)N[C@@H](C)C2=CC=C(C(=O)OC)C=C2 Methyl (S)-4-(1-(6-formyl-1-(3-(trifluoromethyl)benzyl)-2,3-dihydro-1H-imidazo[1,2-b]pyrazole-7-carboxamido)ethyl)benzoate